CS(=O)(=O)[13C]1=NC=CC=C1 2-methylsulfonylpyridine-13C